[6-(4-acetylpiperazin-1-yl)-3-pyridyl]boronic acid C(C)(=O)N1CCN(CC1)C1=CC=C(C=N1)B(O)O